ethyl 5-((2-cyanophenyl) amino)-3-methylsulfanyl-1,2,4-triazine-6-carboxylate C(#N)C1=C(C=CC=C1)NC=1N=C(N=NC1C(=O)OCC)SC